C1(=CC=CC=C1)N1C(C=2C(=NC=3C=CC(=CC3C2C1=O)F)C)=O 2-phenyl-4-methyl-8-fluoro-1,3-dihydropyrrolo[3,4-c]quinoline-1,3-dione